propylene glycol bis-TMS ether [Si](C)(C)(C)OCC(C)O[Si](C)(C)C